C1(=CC=CC=C1)[C@H]1COC2=C(CN1)C=CC(=C2)C(=O)N (3S)-3-phenyl-2,3,4,5-tetrahydro-1,4-benzoxazepine-8-carboxamide